n-methyl-5-(4-(2-methylthiazole-4-carbonyl)piperazin-1-yl)-7-(trifluoromethyl)thieno[3,2-b]pyridine-3-carboxamide CNC(=O)C1=CSC=2C1=NC(=CC2C(F)(F)F)N2CCN(CC2)C(=O)C=2N=C(SC2)C